The molecule is an iron coordination entity consisting of iron(III) coordinated as a 1:1 complex by three nitrogen electron pairs and three negatively charged oxygen atoms of yersiniabactin with a distorted octahedral coordination. It has a role as a bacterial metabolite and a virulence factor. It contains an iron(3+) and a yersiniabactin(1-). C[C@@]1(CSC(=N1)C(C)(C)[C@@H]([C@@H]2CSC([N-]2)[C@H]3CSC(=N3)C4=CC=CC=C4O)O)C(=O)O.[Fe]